1-[2-Hydroxy-4-(oxan-2-yloxy)phenyl]-3-(4-methoxyphenyl)prop-2-en-1-one OC1=C(C=CC(=C1)OC1OCCCC1)C(C=CC1=CC=C(C=C1)OC)=O